N-[1-(1-benzylpiperidin-4-yl)pyrrolidin-3-yl]-N-methyl-1-[4-(trifluoromethoxy)phenyl]piperidine-4-carboxamide C(C1=CC=CC=C1)N1CCC(CC1)N1CC(CC1)N(C(=O)C1CCN(CC1)C1=CC=C(C=C1)OC(F)(F)F)C